C(C)C1N(CCC2=C(C=C(C=C12)OC)F)C=1C=NC(=NC1)C1=NC=CC=N1 1-ethyl-5-fluoro-7-methoxy-2-(2-pyrimidin-2-ylpyrimidin-5-yl)-3,4-dihydro-1H-isoquinoline